Cl.ClC1=C(C=CC(=C1)Cl)C1=C(C=2C=CC(=CC2CC1)C(=O)O)C1=CC=C(C=C1)CC1CN(C1)CCCF 6-(2,4-Dichlorophenyl)-5-(4-((1-(3-fluoropropyl)azetidin-3-yl)methyl)phenyl)-7,8-dihydronaphthalene-2-carboxylic acid hydrochloride